1-pyrenecarboxylic acid ammonium [NH4+].C1(=CC=C2C=CC3=CC=CC4=CC=C1C2=C34)C(=O)O